ClC1=C(C=CC=C1C(F)(F)F)CC(=O)NC1=C(C=C(C(=C1)S(N)(=O)=O)N1N=CC(=C1)C(F)(F)F)C(F)(F)F 2-[2-chloro-3-(trifluoromethyl)phenyl]-N-{5-sulfamoyl-2-(trifluoromethyl)-4-[4-(trifluoromethyl)-1H-pyrazole-1-yl]phenyl}acetamide